N-(3-(2-((1-Acetylpiperidin-4-yl)amino)-8-methyl-7-oxo-7,8-dihydropyrido[2,3-d]pyrimidin-6-yl)-2-fluorophenyl)-5-chloro-2-methoxypyridine-3-sulfonamide C(C)(=O)N1CCC(CC1)NC=1N=CC2=C(N1)N(C(C(=C2)C=2C(=C(C=CC2)NS(=O)(=O)C=2C(=NC=C(C2)Cl)OC)F)=O)C